NC1=NC2=CC(=CC=C2C=C1)CN(C(C)=O)C1=CC=CC=2C(CS(C21)(=O)=O)F N-[(2-aminoquinolin-7-yl)methyl]-N-(3-fluoro-1,1-dioxo-2,3-dihydro-1λ6-benzothiophen-7-yl)acetamide